FC=1C(=CC2=C(CN(CCC2)C2=CC(=C(C(=C2)C)NC(CC(C)(C)C)=O)C)C1)OC N-(4-(8-fluoro-7-methoxy-1,3,4,5-tetrahydro-2H-benzo[c]azepine-2-yl)-2,6-Dimethylphenyl)-3,3-dimethylbutanamide